COC1=C2C(C(=C(OC2=CC(=C1)OC)C1=CC(=C(C(=C1)OC)OC)OC)OCCCSC1=NC=NC2=CC=C(C=C12)Br)=O 5,7-dimethoxy-3-(3-((6-bromoquinazolin-4-yl)thio)propoxy)-2-(3,4,5-trimethoxyphenyl)-4H-chromen-4-one